C(OCC)(OC(C)OC1=CC(=CC(=C1C1=C(C=CC(=C1)C)C(=C)C)OC(C)OC(OCC)=O)CCCCC)=O diethyl (((5'-methyl-4-pentyl-2'-(prop-1-en-2-yl)-[1,1'-biphenyl]-2,6-diyl)bis(oxy))bis(ethane-1,1-diyl)) bis(carbonate)